C(C)(C)[C@H]1[C@@H](C=C(CC1)C)C=1C(=CC(=CC1O)C(C)(CCCCCC)C)O (1'S,2'S)-2'-isopropyl-5'-methyl-4-(2-methyloctan-2-yl)-1',2',3',4'-tetrahydro-[1,1'-biphenyl]-2,6-diol